8-ethyl-2-methyl-1,6-naphthyridin-4(1H)-one C(C)C=1C=NC=C2C(C=C(NC12)C)=O